propan-2-amine hydrochloride Cl.CC(C)N